1-(8-hydroxynaphthalen-1-yl)-3-methyl-3-phenylbutan-2-one OC=1C=CC=C2C=CC=C(C12)CC(C(C)(C1=CC=CC=C1)C)=O